[Li].CC=1CC(C(CC1)C(=O)O)C(=O)O 4-methyl-4-cyclohexene-1,2-dicarboxylic acid lithium